OC1CCN(CC1)C(=O)N[C@H](C(=O)O)CCN(CCCCC1=NC=2NCCCC2C=C1)CCOC1=CC=CC=C1 (2S)-2-[(4-hydroxypiperidine-1-carbonyl)amino]-4-[2-phenoxyethyl-[4-(5,6,7,8-tetrahydro-1,8-naphthyridin-2-yl)butyl]amino]butanoic acid